Cl.F[C@H]1[C@H](C1)C(=O)NC1=NC=C(C=C1)N1CCNCC1 (1R,2R)-2-fluoro-N-(5-(piperazin-1-yl)pyridin-2-yl)cyclopropane-1-carboxamide hydrochloride